C(C)(C)(C)N(C(O)=O)C1=C2C(N(C(N(C2=CC=C1)CC)=O)CC1=C(C=CC=C1)C(F)(F)F)=O.C(C)C(C(=O)O)CCCC 2-Ethylhexanoic acid tert-butyl-(1-ethyl-2,4-dioxo-3-(2-(trifluoromethyl)benzyl)-1,2,3,4-tetrahydroquinazolin-5-yl)carbamate